3-[4-(5-benzylpyrimidin-2-yl)piperazin-1-yl]-6-(1-methyl-1H-pyrazol-4-yl)[1,2,4]triazolo[4,3-a]pyridine C(C1=CC=CC=C1)C=1C=NC(=NC1)N1CCN(CC1)C1=NN=C2N1C=C(C=C2)C=2C=NN(C2)C